2-(3,4-dimethoxyphenyl)-9-methyl-7-[(3S)-3-methylpiperazin-1-yl]-4H-pyrido[1,2-a]pyrimidin-4-one COC=1C=C(C=CC1OC)C=1N=C2N(C(C1)=O)C=C(C=C2C)N2C[C@@H](NCC2)C